1-{[(2s,4s)-4-(cyanomethyl)-5-oxopyrrolidin-2-yl]methoxy}-7-methoxyisoquinoline-6-carboxamide C(#N)C[C@@H]1C[C@H](NC1=O)COC1=NC=CC2=CC(=C(C=C12)OC)C(=O)N